FC1=C(C(=CC(=C1)F)F)C=C 1,3,5-trifluoro-2-vinylbenzene